(S)-3-(((benzyloxy)carbonyl)amino)-4-methoxybutyric acid C(C1=CC=CC=C1)OC(=O)N[C@@H](CC(=O)O)COC